C1(=C(C(=C(C(=C1[2H])[2H])[2H])[2H])[2H])C=1C=CC2=C(C3=C(OC4=C2C=C2C=CC=CC2=C4)C=CC=C3)C1 3-(phenyl-d5)dibenzo[b,d]naphtho[2,3-f]oxepine